1-(2,4-Dichloro-phenyl)-4-ethyl-5-[4-(5-fluoro-pent-1-ynyl)-phenyl]-1H-pyrazole-3-carboxylic acid morpholin-4-ylamide N1(CCOCC1)NC(=O)C1=NN(C(=C1CC)C1=CC=C(C=C1)C#CCCCF)C1=C(C=C(C=C1)Cl)Cl